ethyl 2-(2-phenyl-6-((4-(trifluoromethoxy) pyridin-2-yl) amino) pyrimidin-4-yl)-2-azaspiro[4.5]decane-7-carboxylate C1(=CC=CC=C1)C1=NC(=CC(=N1)N1CC2(CC1)CC(CCC2)C(=O)OCC)NC2=NC=CC(=C2)OC(F)(F)F